ICC#C iodo-2-propyne